2,2-di(prop-2-yn-1-yl)malonate C(C#C)C(C(=O)[O-])(C(=O)[O-])CC#C